5-([1,1'-biphenyl]-2-yloxy)-6-fluoro-3-(((3-fluoropyridin-2-yl)methyl)amino)-4H-benzo[e][1,2,4]thiadiazine 1,1-dioxide C1(=C(C=CC=C1)OC1=C(C=CC2=C1NC(=NS2(=O)=O)NCC2=NC=CC=C2F)F)C2=CC=CC=C2